The molecule is an organic heteropentacyclic compound that is isolated from Streptomyces sp. A54238. It exhibits inhibitory efficacy against the growth of human tumour cells. It has a role as a metabolite, an antimicrobial agent and an antineoplastic agent. It is an organic heteropentacyclic compound, a member of phenols, a secondary alcohol, a cyclic ether, an organonitrogen heterocyclic compound, an enone, an oxo monocarboxylic acid and an aromatic ketone. CC1C2=C(CC(O1)CC(=O)O)C3=C4C(=C5N3C(CC5)C(C)O)C=CC(=O)C4=C2O